C1(=CC=CC=C1)SC1=CC=CC=C1 PhenylSulfid